C[Si](C=1C=C(CC#N)C=CC1)(C)C m-trimethylsilylbenzyl cyanide